C(#N)C1=CC=CC=C1 cyanobenzene